(R)-3-cyclopentyl-3-hydrazineylpropanenitrile (2R,3R)-2,3-dihydroxysuccinate dihydrate O.O.O[C@@H](C(=O)O)[C@H](C(=O)O)O.C1(CCCC1)[C@@H](CC#N)NN